4-[3-(Cyanomethyl)-3-(3'-methyl-1H,1'H-4,4'-bipyrazol-1-yl)azetidin-1-yl]-2,5-difluoro-N-[(1S)-2,2,2-trifluoro-1-methylethyl]benzamide trifluoroacetate FC(C(=O)O)(F)F.C(#N)CC1(CN(C1)C1=CC(=C(C(=O)N[C@H](C(F)(F)F)C)C=C1F)F)N1N=CC(=C1)C=1C(=NNC1)C